2-((2-(dimethylamino)ethyl)(methyl)amino)-4-ethynyl-pyrimidine-5-carboxamide CN(CCN(C1=NC=C(C(=N1)C#C)C(=O)N)C)C